7-fluoro-2,2-dimethyl-6-(perfluorophenyl)-4-(prop-2-yn-1-yl)-2H-benzo[b][1,4]oxazin-3(4H)-one FC=1C(=CC2=C(OC(C(N2CC#C)=O)(C)C)C1)C1=C(C(=C(C(=C1F)F)F)F)F